N[C@](COC1=C(C=C(C=C1)C1=CC(=NC=C1)NC(=O)[C@@H]1[C@@H](C1)F)C#N)(CC(=C)C)C (1R,2R)-N-(4-(4-(((S)-2-amino-2,4-dimethylpent-4-en-1-yl)oxy)-3-cyanophenyl)pyridin-2-yl)-2-fluorocyclopropane-1-carboxamide